Cl/C(/C=1C=CC(=C(C(=O)OC)C1)OC)=N/O methyl (E)-5-(chloro(hydroxyimino)methyl)-2-methoxybenzoate